N(=C=O)P(OOCC)(OOCC)=O diethoxy isocyanatophosphonate